ClC1=C(C(=C(C=C1)C1=NN=C(C2=CC=CC=C12)NC[C@H](CO)O)O)F (2R)-3-[[4-(4-chloro-3-fluoro-2-hydroxy-phenyl)phthalazin-1-yl]amino]propane-1,2-diol